C(CCC)OC(CCCCCC#CC(OCC(C)C)OCC(C)C)=O 9,9-bis(2-methylpropoxy)-7-nonynoic acid butyl ester